(2S)-5-Amino-5-oxo-2-[[4-[(E)-3-oxo-3-phenylprop-1-enyl]benzoyl]amino]pentanoic acid NC(CC[C@@H](C(=O)O)NC(C1=CC=C(C=C1)\C=C\C(C1=CC=CC=C1)=O)=O)=O